tris(nonylphenyl) phosphite CCCCCCCCCC1=CC=CC=C1OP(OC2=CC=CC=C2CCCCCCCCC)OC3=CC=CC=C3CCCCCCCCC